N[C@H]1[C@@H](CCC1)OC=1C=C2CN(C(C2=CC1F)=O)C1C(NC(CC1)=O)=O 3-(5-(((1r,2r)-2-aminocyclopentyl)oxy)-6-fluoro-1-oxoisoindolin-2-yl)piperidine-2,6-dione